C12(CC(C1)C2)NC(=O)NC=2C=C(C=1N(C2)C(=C(N1)C)C)NCC1=C(C=CC=C1C)C 1-(bicyclo[1.1.1]pentan-1-yl)-3-(8-((2,6-dimethylbenzyl)amino)-2,3-dimethylimidazo[1,2-a]pyridin-6-yl)urea